(S)-1-(3-((8-(5-(trifluoromethyl)pyridin-2-yl)pyrido[3,4-b]pyrazin-5-yl)amino)pyrrolidin-1-yl)prop-2-en-1-one HCl Cl.FC(C=1C=CC(=NC1)C1=CN=C(C2=NC=CN=C21)N[C@@H]2CN(CC2)C(C=C)=O)(F)F